1-(4-hydroxycyclopent-2-en-1-yl)-5-methylpyrimidine-2,4(1H,3H)-dione OC1C=CC(C1)N1C(NC(C(=C1)C)=O)=O